COC(=O)C1=CC2=C3C(N=C2C=C1)=CN=N3 Pyrazolo[4,3-b]Indole-7-carboxylic acid methyl ester